CN1CCN(CC1)C[C@H](C)OC1=CC=C2CCC3(C2=C1)CCC(CC3)C(=O)O 6'-{[(2s)-1-(4-methylpiperazin-1-yl)propan-2-yl]oxy}-2',3'-dihydrospiro[cyclohexane-1,1'-indene]-4-carboxylic acid